4-((2S,3S,5S)-3-(3,4-difluoro-2-methoxyphenyl)-5-methyl-5-(trifluoromethyl)tetrahydrofuran-2-carboxamido)picolinamide FC=1C(=C(C=CC1F)[C@H]1[C@H](O[C@@](C1)(C(F)(F)F)C)C(=O)NC1=CC(=NC=C1)C(=O)N)OC